C1CC12[C@H](CNCC2)OC=2C=C1COC(C1=CC2)=O (R)-5-((6-azaspiro[2.5]octan-4-yl)oxy)isobenzofuran-1(3H)-one